ClC1=C(C(=O)NC2=CC(=CC=C2)NC=2C(C3=CC=CC=C3C(C2)=O)=O)C=CC(=C1)[N+](=O)[O-] 2-chloro-N-(3-((1,4-dioxo-1,4-dihydronaphthalen-2-yl)amino)phenyl)-4-nitrobenzamide